C([O-])([O-])=O.[Ca+2].[Ca+2].C([O-])([O-])=O Calcium Calcium carbonate